C(C1=CC=CC=C1)OCC(=O)NC=1SC(=C(N1)CC)Br 2-(benzyloxy)-N-(5-bromo-4-ethylthiazol-2-yl)acetamide